lithium lanthanum vanadium oxide [O-2].[V+5].[La+3].[Li+]